BrC1=C(C=CC=C1)C(CS(=O)(=O)NC=1C=NC2=CC=CC=C2C1)(C)C 2-(2-bromophenyl)-2-methyl-N-(quinolin-3-yl)propane-1-sulfonamide